(S,E)-N'-(8-(but-2-ynoyl)-2-cyano-6,6a,7,8,9,10-hexahydropyrazino[1,2-d]pyrido[3,2-b][1,4]oxazin-3-yl)-N,N-dimethylformimidamide C(C#CC)(=O)N1C[C@@H]2N(C3=C(OC2)C=C(C(=N3)C#N)/N=C/N(C)C)CC1